2-(4-methylphenyl)sulfonyl-5-nitrofuran CC1=CC=C(C=C1)S(=O)(=O)C=1OC(=CC1)[N+](=O)[O-]